OC1CC2CCC(C1)N2C2=CC=C1C(=N2)N=C(S1)N1CCOCC1 5-(3-hydroxy-8-azabicyclo[3.2.1]octan-8-yl)-2-morpholinothiazolo[4,5-b]pyridin